(10-(2-(1-methylpiperidin-2-yl)ethyl)-10H-phenothiazin-2-yl)boronic acid CN1C(CCCC1)CCN1C2=CC=CC=C2SC=2C=CC(=CC12)B(O)O